COC1=C(C#N)C(=CC=C1)NC1=CC=CC=C1 2-Methoxy-6-(phenylamino)benzonitrile